FC1=C(OC2=C3C(=NC=C2)NC=C3C=3C=CC(=C(C#N)C3)OC(C)C)C(=CC(=C1)NC=1OC[C@](CN1)(CO)F)F 5-[4-(2,6-difluoro-4-{[(5S)-5-fluoro-5-(hydroxymethyl)-5,6-dihydro-4H-1,3-oxazin-2-yl]amino}phenoxy)-1H-pyrrolo[2,3-b]pyridin-3-yl]-2-[(propan-2-yl)oxy]benzonitrile